ClC1=NN2C(N=CC(=C2[C@H](C)OC)NC(=O)NC=2C=NC(=C(C2)C(F)(F)F)N2N=CC(=C2)NCCOC)=C1 (S)-1-(2-chloro-7-(1-methoxyethyl)pyrazolo[1,5-a]pyrimidin-6-yl)-3-(6-(4-((2-methoxyethyl)amino)-1H-pyrazol-1-yl)-5-(trifluoromethyl)pyridin-3-yl)urea